N1=CC(=C2N1C=CC=C2)C2=C1CNC(C1=C(C=C2)C2=NC=1CN(CCC1N2)C2CCOCC2)=O 4-(pyrazolo[1,5-a]pyridin-3-yl)-7-[5-(3,4,5,6-tetrahydro-2H-pyran-4-yl)-4,5,6,7-tetrahydro-1H-imidazo[5,4-c]pyridin-2-yl]-2,3-dihydro-1H-isoindol-1-one